lanthanum tris(bis(trimethylsilyl)amide) C[Si](C)(C)[N-][Si](C)(C)C.C[Si](C)(C)[N-][Si](C)(C)C.C[Si](C)(C)[N-][Si](C)(C)C.[La+3]